CC1=CCCCC1C 2,3-dimethylcyclohexene